C(CCC)OC1=CC=C(C=C1)S(=O)(=O)NCCCN1CCC(CC1)CC1=CC=C(C=C1)C 4-butoxy-N-(3-(4-(4-methylbenzyl)piperidin-1-yl)propyl)benzenesulfonamide